[N+](=O)([O-])C1=CC=CC=2CSNC21 7-nitro-1,3-dihydro-2,1-benzothiazole